piperidylethyl ethyl ether C(C)OCCN1CCCCC1